4-(2-((4-(Difluoromethyl)-1,3-dimethyl-1H-pyrazol-5-yl)sulfonyl)-2-azaspiro[3.4]octan-6-yl)morpholine FC(C=1C(=NN(C1S(=O)(=O)N1CC2(C1)CC(CC2)N2CCOCC2)C)C)F